BrC=1C=C(C(=NC1)OCCCN1CC(C1)(F)F)[N+](=O)[O-] 5-Bromo-2-(3-(3,3-difluoroazetidin-1-yl)propoxy)-3-nitropyridine